CS(=O)(=O)OC1CN(CCC1C(=O)OCC)C(=O)OC(C)(C)C 1-(tert-butyl) 4-ethyl 3-((methylsulfonyl)oxy)piperidine-1,4-dicarboxylate